ethyl di-(2-hexyl) phosphate P(=O)(OCC)(OC(C)CCCC)OC(C)CCCC